FC1(CCN(CC1)CCOC=1C=C(C=CC1)C(C(=O)NCC=1C=C2CN(C(C2=CC1)=O)C1C(NC(CC1)=O)=O)(F)F)F 2-(3-(2-(4,4-difluoropiperidin-1-yl)ethoxy)phenyl)-N-((2-(2,6-dioxopiperidin-3-yl)-1-oxoisoindolin-5-yl)methyl)-2,2-difluoroacetamide